C[C@@H]1CN(CCN1C1=NC=CC(=N1)C1=CC=CC=C1)C(=O)NC1(CCN2CCC1CC2)C (3R)-3-methyl-N-(4-methyl-1-azabicyclo[3.2.2]non-4-yl)-4-(4-phenylpyrimidin-2-yl)piperazine-1-carboxamide